FC1=C(C#N)C=C(C(=C1)OC)OC 2-fluoro-4,5-dimethoxybenzonitrile